(S)-5-((R)-2-hydroxy-3-methylbutanoyl)-N-((S)-3-oxo-1-((S)-2-oxopyrrolidin-3-yl)-4-(trifluoromethoxy)butan-2-yl)-5-azaspiro[2.4]heptane-6-carboxamide O[C@@H](C(=O)N1CC2(CC2)C[C@H]1C(=O)N[C@@H](C[C@H]1C(NCC1)=O)C(COC(F)(F)F)=O)C(C)C